CC1=CC=CC(=N1)CCC1=CC=CC=C1 1-(6-methylpyridin-2-yl)-2-phenylethane